COC1(C(N(C2=CC(=CC=C12)C(=O)OC)C)=O)C(F)(F)F methyl 3-methoxy-1-methyl-2-oxo-3-(trifluoromethyl)indoline-6-carboxylate